NC1=NC=C(C2=C1C=NN2)NC(=O)C(=O)N(C)[C@H](C)C2=C(C=C(C=C2)C(C(F)(F)F)(F)F)F |r| Racemic-N-(4-amino-1H-pyrazolo[4,3-c]pyridin-7-yl)-N'-[1-[2-fluoro-4-(1,1,2,2,2-pentafluoroethyl)phenyl]ethyl]-N'-methyl-oxamide